6-[4-[(R or S)-(3,4-Dimethoxyphenyl)-(3-pyridyl)methyl]piperidine-1-carbonyl]-4H-1,4-benzoxazin-3-one COC=1C=C(C=CC1OC)[C@@H](C1CCN(CC1)C(=O)C=1C=CC2=C(NC(CO2)=O)C1)C=1C=NC=CC1 |o1:10|